15-chloro-N-(2-hydroxyphenyl)-9-(methoxymethyl)-2,4,8,10,11-pentaazatetracyclo[11.4.0.02,6.08,12]heptadeca-1(17),3,5,9,11,13,15-heptaene-5-carboxamide ClC=1C=C2C3=NN=C(N3CC3=C(N=CN3C2=CC1)C(=O)NC1=C(C=CC=C1)O)COC